C1NCC12CC(C2)NC2=CC(=NC(=N2)OC(CC)CC)C(=O)O 6-((2-Azaspiro[3.3]hept-6-yl)amino)-2-(pent-3-yloxy)pyrimidine-4-carboxylic acid